O=C1NC2=CC=CC=C2C12C(NC(C2)C(=O)N)([2H])[2H] 2-oxospiro[indoline-3,3'-pyrrolidine]-2',2'-d2-5'-formamide